(2S)-4-tert-butoxycarbonyl-1-[4-[1-(2,6-dioxo-3-piperidyl)-3-methyl-2-oxo-benzimidazol-5-yl]butyl]piperazine-2-carboxylic acid C(C)(C)(C)OC(=O)N1C[C@H](N(CC1)CCCCC1=CC2=C(N(C(N2C)=O)C2C(NC(CC2)=O)=O)C=C1)C(=O)O